[I-].CN1C(=[N+](C=C1)CCC)C 1,2-dimethyl-3-Propylimidazolium iodide